ethyl 2-(4-amino-3-fluorophenyl)-2-(dibenzylamino)acetate NC1=C(C=C(C=C1)C(C(=O)OCC)N(CC1=CC=CC=C1)CC1=CC=CC=C1)F